3,3,5-trimethyl-5-isocyanatomethylcyclohexane CC1(CCCC(C1)(CN=C=O)C)C